OC[C@H](C(=O)O)CCCC (R)-2-HYDROXYMETHYLHEXANOIC ACID